(2S,3R,4S,5S,6S)-6-[(benzyloxy)carbonyl]-3,4,5-trihydroxyoxan-2-yl 2-methyl-8-[4-(trifluoromethyl)phenyl]-2H,8H-pyrazolo-[3,4-b]indole-5-carboxylate CN1N=C2N(C3=CC=C(C=C3C2=C1)C(=O)O[C@@H]1O[C@@H]([C@H]([C@@H]([C@H]1O)O)O)C(=O)OCC1=CC=CC=C1)C1=CC=C(C=C1)C(F)(F)F